C(#N)C=1NC2=C(N1)C=CC=C2S(=O)(=O)Cl 2-cyano-benzimidazole-4-sulfonyl chloride